C(C)(C)C1CCC(CC1)=C 1-Isopropyl-4-methylenecyclohexane